(S)-5-(3-(4-(4-carboxypiperidine-1-carboxamido)phenyl)-2-(4-(5-chloro-2-(1H-tetrazol-1-yl)phenyl)-2,3-dioxopiperazin-1-yl)propionamido)-1H-indole-2-carboxylic acid C(=O)(O)C1CCN(CC1)C(=O)NC1=CC=C(C=C1)C[C@@H](C(=O)NC=1C=C2C=C(NC2=CC1)C(=O)O)N1C(C(N(CC1)C1=C(C=CC(=C1)Cl)N1N=NN=C1)=O)=O